3-(5-(difluoromethyl)-1,3,4-thiadiazol-2-yl)-8-((2R,6S)-2-(hydroxymethyl)-6-methylmorpholinyl)-N-(3-methyloxetane-3-yl)imidazo[1,5-a]pyridine-6-sulfonamide FC(C1=NN=C(S1)C1=NC=C2N1C=C(C=C2N2C[C@@H](O[C@H](C2)C)CO)S(=O)(=O)NC2(COC2)C)F